ClC1=C(C=C(OCC(=O)NC23CC(C2)(C3)NC(OC(C)(C)C)=O)C=C1)F Tert-Butyl (3-(2-(4-chloro-3-fluorophenoxy)acetamido)bicyclo[1.1.1]pentan-1-yl)carbamate